methaniminium tetrakis(3-fluorophenyl)borate FC=1C=C(C=CC1)[B-](C1=CC(=CC=C1)F)(C1=CC(=CC=C1)F)C1=CC(=CC=C1)F.C=[NH2+]